6-Chloro-3-iodo-N-methyl-1-((2-(trimethylsilyl)ethoxy)methyl)-1H-pyrrolo[2,3-b]pyridine-4-amine ClC=1C=C(C2=C(N1)N(C=C2I)COCC[Si](C)(C)C)NC